C[Sn](C1=NC=C(N=C1)SC)(C)C 2-(trimethylstannyl)-5-(methylthio)pyrazine